CC1(OB(OC1(C)C)C1=C2C=NN(C2=CC=C1)COCC[Si](C)(C)C)C 4-(4,4,5,5-tetramethyl-1,3,2-dioxaborolan-2-yl)-1-((2-(trimethylsilyl)ethoxy)methyl)-1H-indazole